BrC=1C2=C(C=3C(=NC(=NC3C1Cl)SCC)N1C3CN(CC1CC3)C(=O)OC(C)(C)C)COC2 tert-Butyl 8-(6-bromo-5-chloro-3-ethylsulfanyl-7,9-dihydrofuro[3,4-f]quinazolin-1-yl)-3,8-diazabicyclo[3.2.1]octane-3-carboxylate